(2-fluorophenyl)-1-(3,4,5-trimethoxyphenyl)pyrrolo[1,2-a]pyrazine FC1=C(C=CC=C1)C=1N=C(C=2N(C1)C=CC2)C2=CC(=C(C(=C2)OC)OC)OC